(rac)-2,2'-bis(diphenylphosphino)-1,1'-binaphthalene C1(=CC=CC=C1)P(C1=C(C2=CC=CC=C2C=C1)C1=C(C=CC2=CC=CC=C12)P(C1=CC=CC=C1)C1=CC=CC=C1)C1=CC=CC=C1